(S)-(3-aminopyrrolidin-1-yl)(5-(4-(1-(2-methoxyethyl)piperidin-4-yl)phenyl)-3-methylthiophen-2-yl)methanone N[C@@H]1CN(CC1)C(=O)C=1SC(=CC1C)C1=CC=C(C=C1)C1CCN(CC1)CCOC